2-Chloro-9,9-dimethyl-9H-fluorene ClC1=CC=2C(C3=CC=CC=C3C2C=C1)(C)C